(2-bromo-6-chlorophenylethynyl)-trimethylsilane BrC1=C(C(=CC=C1)Cl)C#C[Si](C)(C)C